(7-butylundecyl) 13-undecyl 7-hydroxytridecanedioate OC(CCCCCC(=O)OCCCCCCC(CCCC)CCCC)CCCCCC(=O)OCCCCCCCCCCC